(Z)-3-(5-(6-(4-(4-(1-(4-hydroxyphenyl)-2-phenylbut-1-en-1-yl)phenoxy)butyl)-2,6-diazaspiro[3.3]heptan-2-yl)-1-oxoisoindolin-2-yl)piperidine-2,6-dione OC1=CC=C(C=C1)/C(=C(\CC)/C1=CC=CC=C1)/C1=CC=C(OCCCCN2CC3(CN(C3)C=3C=C4CN(C(C4=CC3)=O)C3C(NC(CC3)=O)=O)C2)C=C1